1-phenyl-4-(triphenylsilyl)hex-5-en-2-ol C1(=CC=CC=C1)CC(CC(C=C)[Si](C1=CC=CC=C1)(C1=CC=CC=C1)C1=CC=CC=C1)O